ClC1=CC(=NC=C1)CNC1=NC=CC(=C1[N+](=O)[O-])OC1(CC1)C N-((4-chloropyridin-2-yl)methyl)-4-(1-methylcyclopropoxy)-3-nitropyridin-2-amine